C(=O)C1=C(OCC=2C=C(C(=O)NC)C=CC2)C=CC=C1 3-((2-formylphenoxy)methyl)-N-methylbenzamide